P(OC1=CC=CC=C1)(=O)(Cl)Cl O-phenyl phosphorodichloridate